C(C)[C@H]1OC2=C(CN(C1)C(=O)OCC(Cl)(Cl)Cl)C=C1C(=C2)S(CC1)(=O)=O 2,2,2-trichloroethyl (R)-2-ethyl-2,3,7,8-tetrahydrothieno[2',3':4,5]benzo[1,2-f][1,4]oxazepine-4(5H)-carboxylate 9,9-dioxide